5-(2-acetyl-7-{[(3S)-3-(morpholin-4-ylmethyl)-3,4-dihydroisoquinolin-2(1H)-yl]carbonyl}-1,2,3,4-tetrahydroisoquinolin-6-yl)-1,2-dimethyl-N,N-diphenyl-1H-pyrrole-3-carboxamide C(C)(=O)N1CC2=CC(=C(C=C2CC1)C1=CC(=C(N1C)C)C(=O)N(C1=CC=CC=C1)C1=CC=CC=C1)C(=O)N1CC2=CC=CC=C2C[C@H]1CN1CCOCC1